(2R,5'S)-5'-methyl-3H-spiro[benzofuran-2,3'-pyrrolidine]-1'-carboxylic acid tert-butyl ester C(C)(C)(C)OC(=O)N1C[C@@]2(C[C@@H]1C)OC1=C(C2)C=CC=C1